C1(=CC=CC=C1)C=1N=CC(=NC1C1=CC=CC=C1)N1CCC(CC1)NC(=O)S(=O)(=O)CC N-(1-(5,6-diphenylpyrazin-2-yl)piperidin-4-yl)-1-(ethylsulfonyl)methanamide